NC1=C(C=2C=NC(=C(C2N1C1=C2C=NN(C2=CC=C1Cl)C1OCCCC1)C#N)C1CC1)C(=O)N 2-amino-1-(5-chloro-1-tetrahydropyran-2-yl-indazol-4-yl)-7-cyano-6-cyclopropyl-pyrrolo[3,2-c]pyridine-3-carboxamide